ClC=1C=CC=C2C(C=C(OC12)C1=C(OC2CC(C2)C(=O)O)C=C(C=C1)C(F)(F)F)=O 3-[2-(8-chloro-4-oxo-chromen-2-yl)-5-(trifluoromethyl)phenoxy]cyclobutanecarboxylic acid